2-chloro-2-amino-chloro-4-aminopyridine ClC1(NC=CC(=C1Cl)N)N